The molecule is propanoic acid in which one of the methylene hydrogens is substituted by a 6-chloro-9H-carbazol-2-yl group. A non-steroidal anti-inflammatory drug, it is no longer used in human medicine but is still used for treatment of arthritis in elderly dogs. It has a role as a non-steroidal anti-inflammatory drug, an EC 1.14.99.1 (prostaglandin-endoperoxide synthase) inhibitor and a photosensitizing agent. It is a member of carbazoles and an organochlorine compound. CC(C1=CC2=C(C=C1)C3=C(N2)C=CC(=C3)Cl)C(=O)O